C(C)(C)C=1C=C(C=CC1)C1=NC(=NN1C)[C@H](C)NC(C1=NC=CC(=C1O)OC)=O (S)-N-(1-(5-(3-isopropylphenyl)-1-methyl-1,2,4-triazol-3-yl)ethyl)-3-hydroxy-4-methoxypicolinamide